(15R)-23-amino-10-fluoro-6,21-bis(trifluoromethyl)-26-oxa-3,4,19,24-tetraazapentacyclo[18.3.1.12,5.17,11.015,19]hexacosan-1(24),2,4,7,9,11(25),20,22-octaen-6-ol NC1=CC(=C2N3CCC[C@H]3CCCC=3C(=CC=C(C(C4=NN=C(C1=N2)O4)(O)C(F)(F)F)C3)F)C(F)(F)F